3,5-dimethyl-4-((3-pentyl-1H-indazol-5-yl)methyl)aniline CC=1C=C(N)C=C(C1CC=1C=C2C(=NNC2=CC1)CCCCC)C